Cl.Cl.ClC=1C=C2C=CN(C2=C(C1)C1=NC=NN2C1=CC(=C2)CN2C(C1C(C1C2=O)(C)C)=O)CC2CNCCO2 3-((4-(5-chloro-1-(morpholin-2-ylmethyl)-1H-indol-7-yl)pyrrolo[2,1-f][1,2,4]triazin-6-yl)methyl)-6,6-dimethyl-3-azabicyclo[3.1.0]hexane-2,4-dione dihydrochloride